N1N=NN=C1C1=C(C=CC=C1)C1=NC(=CC(=C1)NC=1C=C(C#N)C=CC1)N(CC(C)C)CC1=CC=CC=C1 3-((2-(2-(1H-tetrazol-5-yl)phenyl)-6-(benzyl(isobutyl)amino)pyridin-4-yl)amino)benzonitrile